C(=C)C1=CC=C(CC(CC=2N=NNN2)CCCC=2N=NNN2)C=C1 2-(4-vinylbenzyl)-5,5'-pentamethylenebis(2H-tetrazole)